3-bromo-6-((2R,4S)-2-(2,5-difluorophenyl)-4-fluoropyrrolidin-1-yl)imidazo[1,2-b]pyridazine BrC1=CN=C2N1N=C(C=C2)N2[C@H](C[C@@H](C2)F)C2=C(C=CC(=C2)F)F